C(C)(C)(C)C1=CC=C(C=C1)C1=CC=C(C=C1)C(C)(C)C di-(tert-butyl)(1,1'-biphenyl)